C(C1=CC=CC=C1)OCC1=C(C=CC=C1)C=1C(=CC=CC1O)O 2'-((benzyloxy)methyl)-[1,1'-biphenyl]-2,6-diol